C(CCCCCCC)C1=C(C(=C(C(=C1C1=CC=C(C=C1)Br)C1=NC2=CC=CC=C2C=C1)C1=NC2=CC=CC=C2C=C1)Br)CCCCCCCC dioctylbis(2-quinolinyl)dibromobiphenyl